ClC1=C(C(=CC=C1)Cl)N1N=C(C(=N1)C(=O)N)NC1=NC=C(C=C1)N1N=NN=C1C 2-(2,6-dichlorophenyl)-5-((5-(5-methyl-1H-tetrazol-1-yl)pyridin-2-yl)amino)-2H-1,2,3-triazole-4-carboxamide